C(C)OC(CC=1C=C(C=CC1)C1=C2C=CNC2=CC=C1NC(=O)C1=CC=2C3=C(COC2C=C1C1=C(C(=O)OC)C=C(C=C1)C(NCC(C)C)=O)C=CS3)=O methyl 2-(8-((4-(3-(2-ethoxy-2-oxoethyl)phenyl)-1H-indol-5-yl)carbamoyl)-4H-thieno[3,2-c]chromen-7-yl)-5-(isobutylcarbamoyl)benzoate